C1(=CC=CC=C1)SC[C@@H]1[C@H]([C@H]([C@@H](O1)N1C2=NC=NC(=C2N=C1)C)O)O 9-(5-deoxy-5-phenylthio-β-D-ribofuranosyl)-6-methylpurine